3,5-dimethyl-1H-pyrrole-2,4-dicarboxaldehyde CC1=C(NC(=C1C=O)C)C=O